FC1=CC=C2C(=CC=NC2=C1)N1CCN(CC1)C(=O)C1CCN(CC1)S(=O)(=O)C1=CC=C(C=C1)C1=CC=NC=C1 (4-(7-fluoroquinolin-4-yl)piperazin-1-yl)(1-((4-(pyridin-4-yl)phenyl)sulfonyl)piperidin-4-yl)methanone